COC1=CC=C(C=C1)C(=O)C1=CC=C(C=C1)C(F)(F)F (4-methoxyphenyl)(4-(trifluoromethyl)phenyl)methanone